C1(=CC=CC=C1)P(\C=C/P(C1=CC=CC=C1)C1=CC=CC=C1)C1=CC=CC=C1 (Z)-1,2-bis(diphenylphosphaneyl)ethene